1-(4-Chlorophenyl)-3-[(1-phenylcyclopropyl)methyl]urea ClC1=CC=C(C=C1)NC(=O)NCC1(CC1)C1=CC=CC=C1